cis-4-ethylcyclohexane C(C)C1CCCCC1